C(C)(=O)N1[C@@H](C[C@@H](CC1)N1N=CC(=C1)C=1C=C(C=2N(C1)N=CC2C#N)SC2=C(C=C(C=C2)F)C#N)C 6-(1-((2R,4R)-1-acetyl-2-methylpiperidin-4-yl)-1H-pyrazol-4-yl)-4-((2-cyano-4-fluorophenyl)thio)pyrazolo[1,5-a]pyridine-3-carbonitrile